Cl.NC(C[C@H]1C(NCC1)=O)C(COC1=C(C=C(C=C1)F)F)=O (3S)-3-[2-amino-4-(2,4-difluorophenoxy)-3-oxobutyl]pyrrolidin-2-one, hydrochloride salt